1-bromo-4-chloro-benzene BrC1=CC=C(C=C1)Cl